(R)-3-(9-Bromo-5,6-dihydrobenzo[f]imidazo[1,2-d][1,4]oxazepin-2-yl)-4-(difluoromethyl)thiazolidin-2-one BrC1=CC2=C(C=3N(CCO2)C=C(N3)N3C(SC[C@H]3C(F)F)=O)C=C1